NC[C@H](C(=O)OC1CCCCC1)NC(=O)OCC1=CC=CC=C1 cyclohexyl (R)-3-amino-2-(((benzyloxy)carbonyl)amino)propanoate